1-(2,5-dimethoxy-4-pentylphenyl)-N-(2-methoxybenzyl)butan-2-amine COC1=C(C=C(C(=C1)CCCCC)OC)CC(CC)NCC1=C(C=CC=C1)OC